(R)-2,2,4-Trimethyl-pyrrolidin CC1(NC[C@@H](C1)C)C